4H-pyran-2,6-dicarboxylic acid O1C(=CCC=C1C(=O)O)C(=O)O